BrC=1C=CC(=NC1)C(=O)N1CCN(CC1)C(=O)OC(C)(C)C tert-Butyl 4-(5-bromopicolinoyl)piperazine-1-carboxylate